C1(=CC=CC=C1)C1=NN=C(O1)NC(C1=C(C=CC=C1)OC1=CC(=CC=C1)F)=O N-(5-phenyl-1,3,4-oxadiazol-2-yl)-2-(3-fluorophenoxy)benzamide